NC1=NC=2CCCCC2C2=C1N=C(N2CC(CO)(CO)C)CCCC 2-((4-amino-2-butyl-6,7,8,9-tetrahydro-1H-imidazo[4,5-c]quinolin-1-yl)methyl)-2-methylpropan-1,3-diol